8-((2S,5r)-4-(1-(4-cyano-3-(2-methoxyethoxy)phenyl)ethyl)-2,5-dimethylpiperazin-1-yl)-5-methyl-6-oxo-5,6-dihydro-1,5-naphthyridine-2-carbonitrile C(#N)C1=C(C=C(C=C1)C(C)N1C[C@@H](N(C[C@H]1C)C1=CC(N(C=2C=CC(=NC12)C#N)C)=O)C)OCCOC